Ethyl 5-(thiophen-2-yl)-7-(trifluoromethyl)pyrazolo[1,5-a]pyrimidine-3-carboxylate S1C(=CC=C1)C1=NC=2N(C(=C1)C(F)(F)F)N=CC2C(=O)OCC